FC(C1=CC=C(C=C1)CCCNC1=CC=C(C=C1)NC(CCCCCCC)=O)(F)F N-(4-((3-(4-(trifluoromethyl)phenyl)propyl)amino)phenyl)octanamide